N1=C(N=CC=C1)C1(CC1)NC(=O)[C@@H]1CN(CC[C@H]1NC(=O)C1=NOC(=C1)C1CC1)CC1CC1 |r| Rac-(3R,4R)-4-[(5-cyclopropyl-isoxazole-3-carbonyl)-amino]-1-cyclopropylmethyl-piperidine-3-carboxylic acid (1-pyrimidin-2-yl-cyclopropyl)-amide